C(C(C)C=C(C(=O)O)C)C=C(C(=O)O)C.C(C(=C)C)(=O)O.C(C(=C)C)(=O)O.C(C(C)O)O propylene glycol dimethacrylate (propylenedimethacrylate)